C(#C)C1=C(C=C2C=NC(=NC2=C1)C)OCCOC 7-ethynyl-6-(2-methoxyethoxy)-2-methylquinazolin